2-{bis-[3,5-bis(trifluoromethyl)phenyl]-trimethylsiloxy-methyl}-pyrrolidine FC(C=1C=C(C=C(C1)C(F)(F)F)C(C1NCCC1)(O[Si](C)(C)C)C1=CC(=CC(=C1)C(F)(F)F)C(F)(F)F)(F)F